NC1C2(CN3N=CC(=C31)F)CCN(CC2)C2=CC(N(C(=N2)C)C2=C(C(=CC=C2)Cl)Cl)=O 6-(4'-amino-3'-fluoro-4'H,6'H-spiro[piperidine-4,5'-pyrrolo[1,2-b]pyrazol]-1-yl)-3-(2,3-dichlorophenyl)-2-methylpyrimidin-4(3H)-one